[Si](C)(C)(C(C)(C)C)C#CC1=NC=C(C(=N1)C)C1=C(C2=C(N=CN=C2N)N1C)C1=CC[C@@H](CC1)C(=O)N1CCCC1 6-{2-[2-(tert-butyldimethylsilyl)ethynyl]-4-methylpyrimidin-5-yl}-7-methyl-5-[(4R)-4-(pyrrolidine-1-carbonyl)cyclohex-1-en-1-yl]-7H-pyrrolo[2,3-d]pyrimidin-4-amine